C(C)(C)(C)OC(=O)N[C@H]1CN(CCC1)C(=O)OCC1=CC=CC=C1 (R)-benzyl 3-((tert-butoxycarbonyl)amino)piperidine-1-carboxylate